2-(5-bromo-2-(1-(4-ethoxy-5-isocyanopyridin-2-yl)ethyl)-1-oxo-1,2,3,4-tetrahydroisoquinolin-7-yl)acetaldehyde BrC1=C2CCN(C(C2=CC(=C1)CC=O)=O)C(C)C1=NC=C(C(=C1)OCC)[N+]#[C-]